O1COC2=C1C=CC(=C2)\C=C\2/CCN1C2=NC=2C=C(C(=CC2C1=O)OC)OC (E)-3-(benzo[d][1,3]dioxol-5-ylmethylene)-6,7-dimethoxy-2,3-dihydropyrrolo[2,1-b]quinazolin-9(1H)-one